N-((CIS)-1-(5-methyl-1,3,4-thiadiazol-2-yl)-2-((((CIS)-4-phenylcyclohexyl)oxy)methyl)-pyrrolidin-3-yl)methanesulfonamide CC1=NN=C(S1)N1[C@H]([C@H](CC1)NS(=O)(=O)C)CO[C@@H]1CC[C@@H](CC1)C1=CC=CC=C1